4-ETHOXYCARBONYL-2-NITROPHENYLBORONIC ACID C(C)OC(=O)C1=CC(=C(C=C1)B(O)O)[N+](=O)[O-]